FC1(CN(CC1(C)C)C=1C=2N(C=C(N1)C)N=C(C2)C=2C(=NC(=NC2)OC)OC)F 4-(3,3-difluoro-4,4-dimethyl-pyrrolidin-1-yl)-2-(2,4-dimethoxypyrimidin-5-yl)-6-methyl-pyrazolo[1,5-a]pyrazine